FC1=CC=C(C=C1)S(=O)(=O)N 4-fluorobenzene-1-sulfonamide